3-((cis)-3a-fluoro-4-oxohexahydropyrrolo[3,4-b]pyrrol-5(1H)-yl)-2,2-dimethylpropanoic acid F[C@@]12[C@@H](NCC1)CN(C2=O)CC(C(=O)O)(C)C